Br[W](Br)(Br)Br tetrabromotungsten